dimethyl cis-fumarate C(\C=C/C(=O)OC)(=O)OC